FC(C=1SC=C(N1)C(=O)N1CCC(CC1)CCCCNC(=O)C1=CC=2C(=CN=CC2)S1)(F)F N-[4-(1-{[2-(trifluoromethyl)-1,3-thiazol-4-yl]carbonyl}piperidin-4-yl)butyl]thieno[2,3-c]pyridine-2-carboxamide